CC(C(=O)OC(C(=C(C)C)C)=O)=C(C)C 2,3,3-trimethylacrylic anhydride